(10-methyl-9,10-dihydroacridine) disodium phosphate P(=O)([O-])([O-])O.[Na+].[Na+].CN1C=2C=CC=CC2CC2=CC=CC=C12